[2-(2-carboxyethoxy)ethoxy]propanoic acid C(=O)(O)CCOCCOC(C(=O)O)C